tert-butyl 3-(2-methoxyvinyl)piperidine-1-carboxylate COC=CC1CN(CCC1)C(=O)OC(C)(C)C